OC1=C(N=CNC1=O)CN1C(N2C(C1)=CC(=C2)C#CC2=CC=C(C=C2)CN2CCOCC2)=O 2-((5-hydroxy-6-oxo-1,6-dihydropyrimidin-4-yl)methyl)-6-((4-(morpholinomethyl)phenyl)ethynyl)-1,2-dihydro-3H-pyrrolo[1,2-c]imidazol-3-one